ClC=1C(=NC=2CN(CCC2C1)CC1=NC2=C(N1C[C@H]1OCC1)C(=C(C=C2)C(=O)O)F)OCC2=CC=C(C=1OCOC12)Cl 2-({3-chloro-2-[(7-chloro-2H-1,3-benzodioxol-4-yl)methoxy]-5,6,7,8-tetrahydro-1,7-naphthyridin-7-yl}methyl)-7-fluoro-1-{[(2S)-oxetan-2-yl]methyl}-1H-1,3-benzodiazole-6-carboxylic acid